COC1=CC=C(CN(S(=O)(=O)C=2C=C(C=C(C2)Br)CC(=O)OC)CC2=CC=C(C=C2)OC)C=C1 methyl 2-(3-(N,N-bis-(4-methoxybenzyl)sulfamoyl)-5-bromophenyl)acetate